C1(=CC=CC=C1)CCS(=O)(=O)O 2-phenylethane-1-sulfonic acid